C(C)OC(C[C@H](C)OC(C1=C(C=C(C(=C1)N1C(N(C(N(C1=O)C)=S)C)=O)F)Cl)=O)=O [(1S)-3-ethoxy-1-methyl-3-oxo-propyl]-2-chloro-5-(3,5-dimethyl-2,6-dioxo-4-thioxo-1,3,5-triazinan-1-yl)-4-fluoro-benzoate